N-(6-methoxyisoquinolin-4-yl)-1,1-diphenylmethanimine COC=1C=C2C(=CN=CC2=CC1)N=C(C1=CC=CC=C1)C1=CC=CC=C1